m-nitrotoluene [N+](=O)([O-])C=1C=C(C)C=CC1